C(C)OC(C(=O)NC1=CC=C(C=C1)C1=CC=C2C(=N1)SC(=N2)N)=O 2-((4-(2-aminothiazolo[5,4-b]pyridin-5-yl)phenyl)amino)-2-oxoacetic acid ethyl ester